FC(C1=NC=CC=C1C(=O)NC1=C2[C@@H](CC(C2=CC=C1)(C)C)CCC)F 2-(difluoromethyl)-N-[(3R)-1,1-dimethyl-3-propylindan-4-yl]pyridine-3-carboxamide